C(C=C)(=O)N1CC2=CC=C(C=C2C1)C1=C2C(=C(NC2=C(C=C1F)C(=O)N)C)C 4-(2-acryloylisoindolin-5-yl)-5-fluoro-2,3-dimethyl-1H-indole-7-carboxamide